O[C@@H]1CCC(NC1)=O (R)-5-hydroxypiperidin-2-one